bicyclo[1.1.1]Pentan-1-amine hydrochloride Cl.C12(CC(C1)C2)N